2-ethoxy-1,1-dimethyl-Ethanol C(C)OCC(O)(C)C